2,3-dibromo-2-butene-1,4-diol BrC(CO)=C(CO)Br